COCCNC(=O)C=1N=C2N(C=C(N=C2NCC2CCNCC2)C2=CC=NC=C2)C1C 3-Methyl-8-[(piperidin-4-ylmethyl)-amino]-6-pyridin-4-yl-imidazo[1,2-a]pyrazine-2-carboxylic acid (2-methoxy-ethyl)-amide